6-(3-Fluoro-5-methoxyphenyl)-N-[(2-oxo-1H-pyridin-3-yl)sulfonyl]-2-(2,4,6-trimethylphenoxy)pyridin-3-carboxamid FC=1C=C(C=C(C1)OC)C1=CC=C(C(=N1)OC1=C(C=C(C=C1C)C)C)C(=O)NS(=O)(=O)C=1C(NC=CC1)=O